bromo-1-adamantanecarboxylic acid BrC1C2(CC3CC(CC1C3)C2)C(=O)O